COC1=NC(=NN2C1=C(C=C2)C2=CC1=C(N=NN1C)C=C2)NC2CC(C2)(C(=O)O)C 3-[[4-methoxy-5-(3-methylbenzotriazol-5-yl)pyrrolo[2,1-f][1,2,4]triazin-2-yl]amino]-1-methylcyclobutane-1-carboxylic acid